1-hydroxy-4-methyl-6-(2,4,4-trimethylphenyl)pyridone ON1C(C=C(C=C1C1=C(CC(C=C1)(C)C)C)C)=O